C(C1CCCO1)C(C(=O)O)=CC1=CC=CC=C1 Tetrahydrofurfuryl-cinnamic acid